B(O)(O)O.OC1=CC=C(C=C1)C(C)(C)C1=CC=C(C=C1)O bisphenol A borate